BrC1=CN(C2=NC=CC(=C21)OC2=C(C=C(C=C2F)NC(=O)N)F)COCC[Si](C)(C)C 1-{4-[(3-bromo-1-{[2-(trimethylsilyl)ethoxy]methyl}-1H-pyrrolo[2,3-b]pyridin-4-yl)oxy]-3,5-difluorophenyl}urea